2-(5-bromo-2-(trifluoromethyl)pyridin-4-yl)-2,6-diazaspiro[3.4]octane BrC=1C(=CC(=NC1)C(F)(F)F)N1CC2(C1)CNCC2